2-chloronicotinate sodium salt [Na+].ClC1=C(C(=O)[O-])C=CC=N1